(R)-N-(1-(8-((1-methyl-1H-pyrazol-4-yl)ethynyl)-1-oxo-2-phenyl-1,2-dihydroisoquinolin-3-yl)ethyl)-2-(pyrrolidin-1-ylsulfonylamino)pyrazolo[1,5-a]pyrimidine-3-carboxamide CN1N=CC(=C1)C#CC=1C=CC=C2C=C(N(C(C12)=O)C1=CC=CC=C1)[C@@H](C)NC(=O)C=1C(=NN2C1N=CC=C2)NS(=O)(=O)N2CCCC2